di(2-ethylhexyl) sulfosuccinate, sodium salt [Na+].S(=O)(=O)([O-])C(C(=O)OCC(CCCC)CC)CC(=O)OCC(CCCC)CC